(4R,5R)-5-(ethoxycarbonyl)-2,2-dimethyl-1,3-dioxolane-4-carboxylic acid C(C)OC(=O)[C@H]1[C@@H](OC(O1)(C)C)C(=O)O